3-(ethylthio)-1-propanol C(C)SCCCO